3-(5-(1-(6-chloro-1H-indole-2-carbonyl)-2-methylpiperidin-4-yl)-1-oxoisoindolin-2-yl)piperidine-2,6-dione ClC1=CC=C2C=C(NC2=C1)C(=O)N1C(CC(CC1)C=1C=C2CN(C(C2=CC1)=O)C1C(NC(CC1)=O)=O)C